5-(8-(7-Acetyl-3-ethyl-5,6,7,8-tetrahydroimidazo[1,5-a]pyrazin-1-yl)isoquinolin-3-yl)-N-((2-(2-(2,6-dioxopiperidin-3-yl)-1-oxoisoindolin-4-yl)pyridin-4-yl)methyl)picolinamide C(C)(=O)N1CC=2N(CC1)C(=NC2C=2C=CC=C1C=C(N=CC21)C=2C=CC(=NC2)C(=O)NCC2=CC(=NC=C2)C2=C1CN(C(C1=CC=C2)=O)C2C(NC(CC2)=O)=O)CC